(R)-3-((S)-3-(3-(2-aminoethoxy)phenyl)-1-(tert-butoxy)-1-oxopropane-2-yl)pyrrolidine-1-carboxylic acid tert-butyl ester C(C)(C)(C)OC(=O)N1C[C@H](CC1)[C@@H](C(=O)OC(C)(C)C)CC1=CC(=CC=C1)OCCN